O=C1NC(=NO1)C=1C=C(C=CC1)NC(C)=O N-(3-(5-oxo-4,5-dihydro-1,2,4-oxadiazol-3-yl)phenyl)acetamide